FC(C(C)(C)NNC(C1=CC=CC=C1)=O)(F)F N'-(1,1,1-trifluoro-2-methylpropan-2-yl)benzohydrazide